trans-3-pentadecene-1,2-dicarboxylic acid C(C(\C=C\CCCCCCCCCCC)C(=O)O)C(=O)O